CS(=O)(=O)ON1C(C=CC1=O)=O N-methylsulfonyl-Oxymaleimide